(3,9,11-trifluoro-5,6,7,12-tetrahydrobenzo[6,7]cyclohepta[1,2-b]indol-7-yl)methanol FC=1C=CC2=C(CCC(C3=C2NC2=C(C=C(C=C32)F)F)CO)C1